(6-(trans-4-(3,4-dihydroisoquinolin-2(1H)-yl)-3-hydroxypiperidin-1-yl)pyrimidin-4-yl)ketone C1N(CCC2=CC=CC=C12)[C@H]1[C@@H](CN(CC1)C1=CC(=NC=N1)C(=O)C1=NC=NC(=C1)N1C[C@H]([C@@H](CC1)N1CC2=CC=CC=C2CC1)O)O